CC1=C(N=C2N(C1=O)C=C(C=C2[C@@H](C)NC2=C(C(=O)O)C=CC=C2)C)N2CCN(CC2)C=2C=NC=CC2 (R)-2-((1-(3,7-dimethyl-4-oxo-2-(4-(pyridin-3-yl)piperazin-1-yl)-4H-pyrido[1,2-a]pyrimidin-9-yl)ethyl)amino)benzoic acid